6-[3-(5-chloro-2-fluoro-phenyl)-1H-pyrazol-4-yl]-N-(1-methylpyrrolidin-3-yl)-1,5-naphthyridin-3-amine ClC=1C=CC(=C(C1)C1=NNC=C1C=1N=C2C=C(C=NC2=CC1)NC1CN(CC1)C)F